2-ethylhexyl-ammonium methyl-sulfate METHYL-CIS-5-OCTENOATE COC(CCC\C=C/CC)=O.COS(=O)(=O)[O-].C(C)C(C[NH3+])CCCC